ClC=1C(=NC=C(C1)C(F)(F)F)CCNC(C(=O)NC1=CNC2=CC(=C(C=C12)F)F)=O N1-(2-(3-chloro-5-(trifluoromethyl)pyridin-2-yl)ethyl)-N2-(5,6-difluoro-1H-indol-3-yl)oxalamide